C(N)(=O)C1=CC=C(C=C1)C1N(CCC1)C(=O)OC(C)(C)C tert-Butyl 2-(4-carbamoylphenyl)pyrrolidine-1-carboxylate